3-(5-((2-(((1R,2R)-2-methoxycyclopentyl)amino)cyclohexyl)oxy)-1-oxoisoindolin-2-yl)piperidine-2,6-dione CO[C@H]1[C@@H](CCC1)NC1C(CCCC1)OC=1C=C2CN(C(C2=CC1)=O)C1C(NC(CC1)=O)=O